lauroyl chloride C(CCCCCCCCCCC)(=O)Cl